1-methyl-1,2,5,6-tetrahydropyridine-3-carboxylic acid methyl ester hydrogen bromide Br.COC(=O)C=1CN(CCC1)C